acetaldehyde diamyl acetal C(CCCC)OC(C)OCCCCC